1,2-dioctadecyl-sn-glycero-3-phosphocholine C(CCCCCCCCCCCCCCCCC)OC[C@@H](OCCCCCCCCCCCCCCCCCC)COP(=O)([O-])OCC[N+](C)(C)C